[PH2](=O)CC(C(=O)O)CCC(=O)O 2-(phosphinylmethyl)pentanedioic acid